FC(C1=CC=C(CCOC=2C=C3C(=CNC3=CC2)NS(=O)(=O)C2CCOCC2)C=C1)(F)F N-(5-(4-(trifluoromethyl)phenethoxy)-1H-indol-3-yl)tetrahydro-2H-pyran-4-sulfonamide